ClC=1C=C2C(=C(C=NC2=CC1)C1CCOCC1)NC1=C(C(=O)OC)C=CC=C1 methyl 2-[(6-chloro-3-tetrahydropyran-4-yl-4-quinolyl)amino]benzoate